ClC=1C(N(N=CC1NCC1=CN=CO1)C1CCN(CC1)C1=C(C=CC=C1)F)=O 4-chloro-2-(1-(2-fluorophenyl)piperidin-4-yl)-5-((oxazol-5-ylmethyl)amino)pyridazin-3(2H)-one